BrC1=CC=CC=2NC(=NC21)NC(=O)C2=NC1=CC(=C(C=C1N(C2=O)C[C@@H]([C@@H]([C@@H](CO)O)O)O)C)C N-(4-bromo-1H-benzo[d]imidazol-2-yl)-6,7-dimethyl-3-oxo-4-((2s,3s,4r)-2,3,4,5-tetrahydroxypentyl)-3,4-dihydroquinoxaline-2-carboxamide